O=C(C(C#N)=S1CCCC1)C1N(C(CC1)=O)C1=CC=CC=C1 3-oxo-3-(5-oxo-1-phenylpyrrolidin-2-yl)-2-(1λ4-thiolan-1-ylidene)propanenitrile